BrC=1C=CC2=C(N=C(O2)C(=O)O)C1 5-bromobenzo[d]oxazole-2-carboxylic acid